C1(CC1)C=1C=NN(C1CO[C@H]1[C@@H]2CN([C@H](C1)C2)C2=CC(=C(C(=O)O)C(=C2)F)F)C2=C(C=CC=C2Cl)Cl 4-[(1S,4S,5R)-5-[[4-cyclopropyl-1-(2,6-dichlorophenyl)-1H-pyrazol-5-yl]methoxy]-2-azabicyclo[2.2.1]heptan-2-yl]-2,6-difluorobenzoic acid